CC1=NC(=CC(=C1)C1=C(C=2N=CSC2N1)C(C)C)C 5-(2,6-dimethylpyridin-4-yl)-6-isopropyl-4H-pyrrolo[3,2-d]thiazol